8-[(1R)-1-[(6-Chloro-3-pyridyl)amino]ethyl]-2-[4-[(dimethylamino)methyl]phenyl]-3,6-dimethyl-chromen-4-one ClC1=CC=C(C=N1)N[C@H](C)C=1C=C(C=C2C(C(=C(OC12)C1=CC=C(C=C1)CN(C)C)C)=O)C